5-((4-oxopyrido[2,3-d]pyrimidin-3(4H)-yl)methyl)-1,3,4-oxadiazol-2(3H)-one O=C1C2=C(N=CN1CC1=NNC(O1)=O)N=CC=C2